methyl (S)-2-((2-((4-chloro-2,6-difluorobenzyl)oxy)-3-methyl-5,8-dihydro-1,7-naphthyridin-7(6H)-yl)methyl)-7-fluoro-1-(oxetan-2-ylmethyl)-1H-benzo[d]imidazole-6-carboxylate ClC1=CC(=C(COC2=NC=3CN(CCC3C=C2C)CC2=NC3=C(N2C[C@H]2OCC2)C(=C(C=C3)C(=O)OC)F)C(=C1)F)F